COC(=O)[C@@H]1[C@H]2C([C@H]2CN1C([C@H]([C@H](CC)C)NC(=O)OCC1=CC=CC=C1)=O)(C)C (1r,2s,5s)-3-[(2s,3s)-2-(benzyloxycarbonylamino)-3-methyl-pentanoyl]-6,6-dimethyl-3-azabicyclo[3.1.0]hexane-2-carboxylic acid methyl ester